(3R,6R)-3,6-dihydroxyazepane-1-carboxylic acid tert-butyl ester C(C)(C)(C)OC(=O)N1C[C@@H](CC[C@H](C1)O)O